octahydro-4,7-methano-1H-indenyldimethylamine C1(CCC2C3CCC(C12)C3)N(C)C